FC1=CC=C(C=C1)C1(CCN(CCC1)C1=CC(=C(C(=C1)C)NC(CC(C)(C)C)=O)C)O N-(4-(4-(4-fluorophenyl)-4-hydroxyazepan-1-yl)-2,6-dimethylphenyl)-3,3-dimethylbutanamide